N-(4-(4-fluoro-1-isopropyl-1H-benzo[d]imidazol-6-yl)-5-methylpyridin-2-yl)-3-(2-methoxyacetamido)cyclohexane-1-carboxamide FC1=CC(=CC=2N(C=NC21)C(C)C)C2=CC(=NC=C2C)NC(=O)C2CC(CCC2)NC(COC)=O